[N+](=O)([O-])[O-].[Pt+2].[N+](=O)([O-])[O-] platinous nitrate